nicotinic acid carbon [C].C(C1=CN=CC=C1)(=O)O